1,3-bis[(1H-imidazol-1-yl)methyl]Benzene N1(C=NC=C1)CC1=CC(=CC=C1)CN1C=NC=C1